4-((2-(1H-pyrazol-4-yl)ethyl)amino)-N-(2-(3-fluoropyridin-4-yl)ethyl)-5,6-dimethylpyrimidine-2-carboxamide N1N=CC(=C1)CCNC1=NC(=NC(=C1C)C)C(=O)NCCC1=C(C=NC=C1)F